C(=CCCCCCCC)CCCC=C(C)C 5-nonenyl-dimethyl-pentene